C(#N)N1C[C@]2(CC2C1)NC(=O)C=1SC(=CN1)C1=C(C=CC=C1)SC1=CC=C(C=C1)F N-((1R)-3-Cyano-3-azabicyclo[3.1.0]hexan-1-yl)-5-(2-((4-fluorophenyl)thio)phenyl)thiazol-2-carboxamid